4-[6-amino-5-(2,6-dichloro-benzyloxy)-pyridin-3-yl]-N-(2-hydroxy-3-pyrrolidin-1-yl-propyl)-N-methyl-benzamide NC1=C(C=C(C=N1)C1=CC=C(C(=O)N(C)CC(CN2CCCC2)O)C=C1)OCC1=C(C=CC=C1Cl)Cl